5-(4-methylbenzyl)-3-(trifluoromethyl)-1H-pyrazole CC1=CC=C(CC2=CC(=NN2)C(F)(F)F)C=C1